Iridium-Iridium [Ir].[Ir]